N-((2-(6-((cis)-2,6-dimethylmorpholino)-4-fluoropyridin-2-yl)-1,6-naphthyridin-7-yl)methyl)-5-((2-hydroxyethyl)sulfonyl)-6-methylnicotinamide C[C@@H]1O[C@@H](CN(C1)C1=CC(=CC(=N1)C1=NC2=CC(=NC=C2C=C1)CNC(C1=CN=C(C(=C1)S(=O)(=O)CCO)C)=O)F)C